ethyl (E)-3'-(2-cyano-3-ethoxy-3-oxoprop-1-en-1-yl)-[1,1'-biphenyl]-3-carboxylate C(#N)\C(=C/C=1C=C(C=CC1)C1=CC(=CC=C1)C(=O)OCC)\C(=O)OCC